CN1CC2=CC(=CC=C2C2(C1)CC2)N 2'-methyl-2',3'-dihydro-1'H-spiro[cyclopropane-1,4'-isoquinoline]-7'-amine